ClC=1C2=CN(N=C2C=CC1C1=CNC2=NC(=CN=C21)N2[C@@H]1[C@@H]([C@H](C[C@H]2CC1)N)F)C (1S,2R,3S,5R)-8-[7-(4-chloro-2-methyl-2H-indazol-5-yl)-5H-pyrrolo[2,3-b]pyrazin-3-yl]-2-fluoro-8-azabicyclo[3.2.1]octan-3-amine